S-(4-(3-(trifluoromethyl)-3H-diazirin-3-yl)phenyl) 4-(3-(trifluoromethyl)-3H-diazirin-3-yl)benzothioate FC(C1(N=N1)C1=CC=C(C(SC2=CC=C(C=C2)C2(N=N2)C(F)(F)F)=O)C=C1)(F)F